1-[2-amino-6-(furan-2-yl)-5-(pyridin-4-yl)pyrimidin-4-yl]-1H-1,2,3-benzotriazole NC1=NC(=C(C(=N1)N1N=NC2=C1C=CC=C2)C2=CC=NC=C2)C=2OC=CC2